N-({7-fluoroimidazo[1,2-a]pyridin-2-yl}methyl)-1H-indazole-4-carboxamide FC1=CC=2N(C=C1)C=C(N2)CNC(=O)C=2C=1C=NNC1C=CC2